[Ca+2].C(CCCCCC)S(=O)(=O)[O-].C(CCCCCC)S(=O)(=O)[O-] heptanesulfonate calcium